2,5-bis(2-ethylhexanoylperoxy)-2,5-dimethyl-hexane C(C)C(C(=O)OOC(C)(CCC(C)(C)OOC(C(CCCC)CC)=O)C)CCCC